[Nb].[Ni].[Ti].[Mo] molybdenum-titanium-nickel-niobium